(R)-α-cyano-4-fluoro-3-phenoxybenzyl (1S,3S)-3-(2,2-dichlorovinyl)-2,2-dimethylcyclopropanecarboxylate ClC(=C[C@H]1C([C@H]1C(=O)O[C@H](C1=CC(=C(C=C1)F)OC1=CC=CC=C1)C#N)(C)C)Cl